5-amino-3,3-bis(methoxymethyl)isobenzofuran-1(3H)-one NC=1C=C2C(OC(C2=CC1)=O)(COC)COC